CN(CCOCCOCCOCCOC(C(=O)N)C)C(C(F)(F)F)=O 2-(2-{2-[methyl-(2,2,2-trifluoro-acetyl)-amino]-ethoxyl-ethoxy}-ethoxy)-ethoxyl-propionamide